methyl 3-(9-((4-(aminomethyl)phenyl)carbamoyl)-6-tosyl-5,6-dihydro-4H-benzo[b]thieno[2,3-d]azepin-8-yl)-6-(propylcarbamoyl)picolinate NCC1=CC=C(C=C1)NC(=O)C1=CC2=C(N(CCC3=C2SC=C3)S(=O)(=O)C3=CC=C(C)C=C3)C=C1C=1C(=NC(=CC1)C(NCCC)=O)C(=O)OC